ClC1=NC=C2N(C(N(C2=N1)N1CCC(CC1)=O)=O)C 2-chloro-7-Methyl-9-(4-oxopiperidin-1-yl)-7,9-dihydro-8H-purin-8-one